5-phenyl-7-(2-phenyl-1H-1-indolyl)benzothiophene C1(=CC=CC=C1)C=1C=C(C2=C(C=CS2)C1)N1C(=CC2=CC=CC=C12)C1=CC=CC=C1